The molecule is a C20-gibberellin that is tha lactone form of gibberellin A15 carrying two additional hydroxy substituents at positions 3 and 7. It has a role as a plant metabolite. It is a C20-gibberellin, a gibberellin monocarboxylic acid, a lactone, a dihydroxy monocarboxylic acid and an olefinic compound. It derives from a gibberellin A15 (lactone form). C[C@@]12C[C@H](C[C@@]3([C@@H]1[C@@H]([C@]45[C@H]3CC[C@](C4)(C(=C)C5)O)C(=O)O)COC2=O)O